2,6-diazaspiro[3.4]Octane-2-carboxylate C1N(CC12CNCC2)C(=O)[O-]